ClC=1C=CC(=NC1)C(=O)NC1=NC(=CC=C1)C(=C1CCN(CC1)C)F 5-chloro-N-(6-(fluoro(1-methylpiperidin-4-ylidene)methyl)pyridin-2-yl)picolinamide